OC1=C(C=NC=C1)CC(=O)N1CC2=CC(=CC=C2CC1)OC1=CC=C(C=C1)C(F)(F)F 2-(4-hydroxypyridin-3-yl)-1-(7-(4-(trifluoro-methyl)phenoxy)-3,4-dihydroisoquinolin-2(1H)-yl)ethan-1-one